methyl (s,5Z,8Z,11Z)-14-hydroxy-13-methyltetradeca-5,8,11-trienoate OC[C@H](\C=C/C\C=C/C\C=C/CCCC(=O)OC)C